COC=1C=C(C=C2C(=NC=NC12)NC(C)C=1N=NC(=CC1)C(F)(F)F)C1=NC=C(C=N1)C 8-methoxy-6-(5-methylpyrimidin-2-yl)-N-[1-[6-(trifluoromethyl)pyridazin-3-yl]ethyl]quinazolin-4-amine